2,3,3,3-tetrafluoropropan-1-ene FC(=C)C(F)(F)F